C(C1=CC=CC=C1)OCCCCN1N=NC2=C1C=CC(=C2C)C(CC(=O)OCC)C2=CC(=C(C(=C2)Cl)C)CN2S(OC1=C(C2)C=C(C=C1)OCC1=CC=CC=C1)(=O)=O ethyl 3-{1-[4-(benzyloxy)butyl]-4-methyl-1H-benzotriazol-5-yl}-3-(3-{[6-(benzyloxy)-2,2-dioxo-2H-1,2λ6,3-benzoxathiazin-3(4H)-yl]methyl}-5-chloro-4-methylphenyl)propanoate